tert-Butyl 3-(4-bromo-1H-pyrazol-1-yl)-3-cyclopentylpropanoate BrC=1C=NN(C1)C(CC(=O)OC(C)(C)C)C1CCCC1